FC(C(C(C(C(C(F)(F)F)(C(F)(F)F)F)(F)F)(F)F)(F)F)(F)I perfluoroisoheptyl iodide